1,4,5,6-Tetrahydropyrimidin-2-amine N1C(=NCCC1)N